(2-fluoro-3-methoxy-6-(4-methyl-1H-1,2,3-triazol-1-yl)phenyl)methanamine hydrochloride Cl.FC1=C(C(=CC=C1OC)N1N=NC(=C1)C)CN